N(=[N+]=[N-])[C@@H]1C[C@H](NC1)C(=O)OCCCCCCCC(=O)OC(CCCCCCCC)CCCCCCCC [8-(1-octylnonoxy)-8-oxo-octyl] (2S,4R)-4-azidopyrrolidine-2-carboxylate